NC=1N=CC2=C(C(=C(C=C2C1)C1=C(C2=C(OCCN2C(=O)OC(C)(C)C)N=C1)CC)F)Cl tert-Butyl 7-(3-amino-8-chloro-7-fluoroisoquinolin-6-yl)-8-ethyl-2,3-dihydro-1H-pyrido[2,3-b][1,4]oxazine-1-carboxylate